N-(5-(3-aminophenyl)thiazol-2-yl)-1-cyanopyrrolidine-3-carboxamide NC=1C=C(C=CC1)C1=CN=C(S1)NC(=O)C1CN(CC1)C#N